ClC1=C(C(=CC=C1)Cl)C=1N=C(NC1)CC=1SC=CC1 4-(2,6-Dichlorophenyl)-2-(2-thienylmethyl)imidazole